6-Methoxy-3-[4-(4-methoxy-phenyl)-thiazol-2-yl]-chromen-2-one COC=1C=C2C=C(C(OC2=CC1)=O)C=1SC=C(N1)C1=CC=C(C=C1)OC